Cl.C[C@H]1N(CCNC1)C(=O)OC1=CC=C2C(=NC(=NC2=C1)OC)N1CCN(CC1)C1=CC=C(C=C1)Cl (4-(4-chlorophenyl) piperazin-1-yl)-2-methoxyquinazolin-7-yl (R)-2-methylpiperazine-1-carboxylate hydrochloride